C(C)OC1=C(OC=2C=C(C=CC2)C2=CN=CC(=N2)NC(CC2=CC=C(OCC(C)C)C=C2)=O)C=CC=C1 4-(2-((6-(3-(2-ethoxyphenoxy)phenyl)pyrazin-2-yl)amino)-2-oxoethyl)phenoxy-2-methylpropane